5-fluoro-7-(methoxymethoxy)-4-[1-(oxan-2-yl)pyrazol-4-yl]-1H-indazole FC=1C(=C2C=NNC2=C(C1)OCOC)C=1C=NN(C1)C1OCCCC1